O=C1NC(CCC1N1C(C2=CC=C(C=C2C1)NC(=O)N1CCC2=C(C=CC=C12)C(F)(F)F)=O)=O N-(2-(2,6-dioxopiperidin-3-yl)-1-oxoisoindolin-5-yl)-4-(trifluoromethyl)indoline-1-carboxamide